FC=1C(=C(C=CC1OC(F)(F)F)NC(OC(C)(C)C)=O)C=O tert-butyl (3-fluoro-2-formyl-4-(trifluoromethoxy)phenyl)carbamate